C1(CC1)C1=C(C(=NO1)C1=C(C=CC=C1Cl)Cl)C=C1CC2(C1)CCN(CC2)C2=CC=C(C=C2)C2(CC2)C(=O)O 1-(4-(2-((5-cyclopropyl-3-(2,6-dichlorophenyl)isoxazol-4-yl)methylene)-7-azaspiro[3.5]non-7-yl)phenyl)cyclopropane-1-carboxylic acid